1,3,5-Tris(aminomethyl)cyclohexan NCC1CC(CC(C1)CN)CN